CC1(CS1)SSC1(C)CS1 (β-epithiopropyl)disulfide